3-Chloro-N-(1-(5-(3-cyano-6-(3-cyano-3-methylazetidin-1-yl)pyrazolo[1,5-a]pyridine-4-yl)pyridin-2-yl)-4-methylpiperidin-4-yl)picolinamide ClC=1C(=NC=CC1)C(=O)NC1(CCN(CC1)C1=NC=C(C=C1)C=1C=2N(C=C(C1)N1CC(C1)(C)C#N)N=CC2C#N)C